N2-[2-(3-chloro-2-pyridinyl)ethyl]-6-(1H-indazol-6-yl)-1,3,5-triazine-2,4-diamine hydrochloride Cl.ClC=1C(=NC=CC1)CCNC1=NC(=NC(=N1)N)C1=CC=C2C=NNC2=C1